C(CCCCCCCCC)(=O)OCC decanoic acid, ethyl ester